(4-(3-cyano-4-hydroxy-5-iodopyridin-2-yl)-3-fluorobenzyl)-5-fluoro-2-methoxybenzamide C(#N)C=1C(=NC=C(C1O)I)C1=C(C=C(CC=2C(=C(C(=O)N)C=C(C2)F)OC)C=C1)F